(1-(methylsulfonyl)-1H-pyrazol-4-yl)pyrimidin-4-amine CS(=O)(=O)N1N=CC(=C1)C1=NC=CC(=N1)N